F[C@@H]1CN(C[C@@H]([C@@H]1O)OC)C(=O)OCC1=CC=CC=C1 (3R,4S,5S)-benzyl 3-fluoro-4-hydroxy-5-methoxypiperidine-1-carboxylate